N=1C=C(N2C1C=NC=C2)C2=C1CNC(C1=C(C=C2)NC2=NC=C(C=C2)[C@H]2CN(C(C2)=O)C)=O (S)-4-(imidazo[1,2-a]pyrazin-3-yl)-7-((5-(1-methyl-5-oxopyrrolidin-3-yl)pyridin-2-yl)amino)isoindolin-1-one